phenyl-hexyl isothiocyanate C1(=CC=CC=C1)CCCCCCN=C=S